7-(2,4-difluorophenyl)-6-(trifluoromethyl)quinazoline-2,4(1H,3H)-dione FC1=C(C=CC(=C1)F)C1=C(C=C2C(NC(NC2=C1)=O)=O)C(F)(F)F